(S)-4-(difluoromethylene)-2-methylpiperidine HCl salt Cl.FC(=C1C[C@@H](NCC1)C)F